(R)-2-((4aS,10bS)-8-chloro-1,4,4a,5,6,10-hexahydrobenzo[f]isoquinolin-3(2H)-yl)-4-((1-(hydroxymethyl)cyclobutyl)amino)-6,7-dihydrothieno[3,2-d]pyrimidine 5-oxide ClC=1C=C2C(=C3CCN(C[C@H]3CC2)C=2N=C(C3=C(N2)CC[S@]3=O)NC3(CCC3)CO)CC1